Methyl (2S,5R,6R)-3,3-dimethyl-7-oxo-6-(2-phenylacetamido)-4-thia-1-azabicyclo[3.2.0]heptane-2-carboxylate CC1([C@@H](N2C([C@H]([C@H]2S1)NC(CC1=CC=CC=C1)=O)=O)C(=O)OC)C